N-(2-([1,4'-Bipiperidin]-1'-yl)-5-bromopyridin-3-yl)methanesulfonamide N1(CCCCC1)C1CCN(CC1)C1=NC=C(C=C1NS(=O)(=O)C)Br